(4-(1-(2-cyclopropylethyl)-1H-benzo[d]imidazol-2-yl)piperidin-1-yl)(3-(3-fluorophenyl)-1-methyl-1H-indazol-6-yl)methanone C1(CC1)CCN1C(=NC2=C1C=CC=C2)C2CCN(CC2)C(=O)C2=CC=C1C(=NN(C1=C2)C)C2=CC(=CC=C2)F